NC1=NC2=CC(=CC=C2C=C1)C=1C=NN(C1C1=C(C#N)C(=CC(=C1F)Cl)OC1CC1)C 2-(4-(2-aminoquinolin-7-yl)-1-methyl-1H-pyrazol-5-yl)-4-chloro-6-cyclopropyloxy-3-fluorobenzonitrile